NC=1C(NC(N(N1)C1=CC(=C(C(=C1)Cl)OC1=NNC(C(=C1)C1CCC2=CC=CC=C12)=O)Cl)=O)=O 6-amino-2-(3,5-dichloro-4-[[5-(2,3-dihydro-1H-inden-1-yl)-6-oxo-1H-pyridazin-3-yl]oxy]phenyl)-4H-1,2,4-triazine-3,5-dione